CN(CC1=C(C=CC(=C1)B1OC(C(O1)(C)C)(C)C)N1CCOCC1)C N,N-dimethyl-1-(2-morpholino-5-(4,4,5,5-tetramethyl-1,3,2-dioxaborolan-2-yl)phenyl)methanamine